2-(4-bromo-2-ethylsulfonyl-phenyl)-3-methyl-6-(trifluoromethyl)-5H-imidazo[4,5-c]pyridin-4-one BrC1=CC(=C(C=C1)C1=NC2=C(C(NC(=C2)C(F)(F)F)=O)N1C)S(=O)(=O)CC